2-((2S)-4-(7-(8-chloro-7-fluoronaphthalen-1-yl)-2-((1-isopropylazetidin-2-yl)methoxy)-5,6,7,8-tetrahydropyrido[3,4-d]pyrimidin-4-yl)-1-(2-fluoroacryloyl)piperazin-2-yl)acetonitrile ClC=1C(=CC=C2C=CC=C(C12)N1CC=2N=C(N=C(C2CC1)N1C[C@@H](N(CC1)C(C(=C)F)=O)CC#N)OCC1N(CC1)C(C)C)F